CO[C@@H]1[C@H](CCC1)NC=1NC(/C(/N1)=C/C=1C=C2N=CC=NC2=CC1)=O (4Z)-2-[[(1S,2S)-2-Methoxycyclopentyl]amino]-4-(quinoxalin-6-ylmethylene)-1H-imidazol-5-one